(E)-β-alanine NCCC(=O)O